C(C)S(=O)(=O)N1CCC(CC1)OC(=O)N[C@@H](CC(C)C)C(=O)OC Methyl (((1-(ethylsulfonyl)piperidin-4-yl)oxy)carbonyl)-L-leucinate